(R)-(1,3-Dimethyl-azetidin-3-yl)-(4-isopropyl-phenyl)-{3-[5-(1-methoxy-cyclobutyl)-[1,2,4]oxadiazol-3-yl]-phenyl}-methanol CN1CC(C1)(C)[C@](O)(C1=CC(=CC=C1)C1=NOC(=N1)C1(CCC1)OC)C1=CC=C(C=C1)C(C)C